(S)-3-(6-(3-chlorophenyl)-4-((3-chlorophenyl)sulfonyl)-3,4-dihydro-2H-benzo[b][1,4]oxazin-2-yl)propanoic acid ClC=1C=C(C=CC1)C1=CC2=C(O[C@H](CN2S(=O)(=O)C2=CC(=CC=C2)Cl)CCC(=O)O)C=C1